ClCC1=NN(C=C1)C1=C(C=CC=C1)F 3-chloromethyl-1-(2-fluorophenyl)-1H-pyrazole